ClC=1C=C2C(=NC(=NC2=C(C1C1=CC(=CC2=CC=CC=C12)O)F)OCC1(CC1)CN(C)C)N1CC2CC(C(C1)N2)O 3-(6-chloro-2-((1-((dimethyl-amino)methyl)cyclopropyl)methoxy)-8-fluoro-7-(3-hydroxy-naphthalen-1-yl)quinazolin-4-yl)-3,8-diazabicyclo[3.2.1]octan-6-ol